1-(3-Amino-2-isopropylpyridin-4-yl)ethane-1-ol NC=1C(=NC=CC1C(C)O)C(C)C